C(CCC)C1(C(=C(CCC1)C(=O)O)C(=O)O)CCCC dibutyl-1-cyclohexene-1,2-dicarboxylic acid